CC1=NOC(=C1C=1C=C(C=CC1OC[C@@H]1NCCCC1)NC(CC1(CC1)OC)=O)C (R)-N-(3-(3,5-dimethylisoxazol-4-yl)-4-(piperidin-2-ylmethoxy)phenyl)-2-(1-methoxycyclopropyl)acetamide